Methyl-(2-((2R,5S)-3-(4-cyano-3-(trifluoromethyl)phenyl)-2-(trifluoromethyl)oxazolidin-5-carboxamido)ethyl)carbamat COC(NCCNC(=O)[C@@H]1CN([C@H](O1)C(F)(F)F)C1=CC(=C(C=C1)C#N)C(F)(F)F)=O